C1(CC1)C1=NC=NC(=C1C=1N=CC2=C(N1)N(C(C=C2)=O)CC21CCC(CC2)(CC1)C=1N(C=C(N1)C(F)(F)F)C)OC 2-(4-Cyclopropyl-6-methoxypyrimidin-5-yl)-8-((4-(1-methyl-4-(trifluoromethyl)-1H-imidazol-2-yl)bicyclo[2.2.2]oct-1-yl)methyl)pyrido[2,3-d]pyrimidin-7(8H)-one